O=C1NC=CC2=C(C=CC=C12)N1N=CC(=C1C(F)(F)F)C(=O)NC1=NC=CC(=N1)C(F)(F)F 1-(1-oxo-1,2-dihydroisoquinolin-5-yl)-5-(trifluoromethyl)-N-(4-(trifluoromethyl)pyrimidin-2-yl)-1H-pyrazole-4-carboxamide